[4-(5-fluoro-1-methylindazol-6-yl)indol-1-yl]acetic acid FC=1C=C2C=NN(C2=CC1C1=C2C=CN(C2=CC=C1)CC(=O)O)C